CC(=O)C=1C(=NC(NC1)=O)N 5-methylformylcytosine